2-[4-(2-ethoxy-1-methyl-2-oxoethyl)phenoxy]-3-pyridinecarboxylic acid C(C)OC(C(C)C1=CC=C(OC2=NC=CC=C2C(=O)O)C=C1)=O